C(C)OC(=O)C1=NC2=CC=CC(=C2C=C1O)C1=CC=CC=C1 3-Hydroxy-5-phenyl-quinoline-2-carboxylic acid ethyl ester